C1(CC1)N1N=C(C(=C1)OC1=NC2=CC(=CC=C2C=C1)C=1C=NN(C1)C)C1CCOCC1 ((1-cyclopropyl-3-(tetrahydro-2H-pyran-4-yl)-1H-pyrazol-4-yl)oxy)-7-(1-methyl-1H-pyrazol-4-yl)quinoline